CC1=C(N=NN1C1=C(C=CC=C1)C)C(=O)NC1=NC2=CC=C(C=C2C=C1)CN1CCSCC1 5-methyl-N-(6-(thiomorpholinomethyl)quinolin-2-yl)-1-(o-tolyl)-1H-1,2,3-triazole-4-carboxamide